CC(C)(C#C)O (E)-2-methylbut-3-yn-2-ol